estrene acetate C(C)(=O)O.C[C@@]12C=CC[C@H]1[C@@H]1CCC3CCCC[C@@H]3[C@H]1CC2